3-chloro-2-(methylsulfonyl)-5,6,7,8-tetrahydro-4H-pyrazolo[1,5-a][1,4]diazepine ClC=1C(=NN2C1CNCCC2)S(=O)(=O)C